(3S,4S,5R)-4-fluoro-3,5-dimethyl-piperidine FC1[C@H](CNC[C@H]1C)C